ClC1=NC=C(C(=C1)C1=C(C=NC(=C1)C)C(=O)NC=1SC(=NN1)OCC1CCC(CC1)(F)F)OC 2'-chloro-N-(5-((4,4-difluorocyclohexyl)methoxy)-1,3,4-thiadiazol-2-yl)-5'-methoxy-6-methyl-(4,4'-bipyridine)-3-carboxamide